ClC1=CC=C(C=C1)C1N(N(CC1C1=CC=CC=C1)C1=NC(C2(CC2)C(N1)=O)=O)S(=O)(=O)C1=CC=C(C=C1)C(F)(F)F (Z)-3-(4-chlorophenyl)-N-(4,8-dioxo-5,7-diazaspiro[2.5]oct-5-en-6-yl)-4-phenyl-N'-((4-(trifluoromethyl)phenyl)sulfonyl)-4,5-dihydro-1H-pyrazole